2,6-dichloro-N-(7-methoxy-4-(1-methyl-3-phenyl-1H-pyrazol-4-yl)quinazolin-6-yl)benzamide ClC1=C(C(=O)NC=2C=C3C(=NC=NC3=CC2OC)C=2C(=NN(C2)C)C2=CC=CC=C2)C(=CC=C1)Cl